BrC=1C=NC(=C(C(=O)NC2=CC(=CC=C2)[S@@](=O)(=N)C)C1C)OC1=C(C=C(C=C1)F)C (R)-5-bromo-2-(4-fluoro-2-methylphenoxy)-4-methyl-N-(3-(S-methylsulfonimidoyl)phenyl)nicotinamide